C(#N)[C@@H](CC(=O)O)NC(=O)C=1C=NC2=C(C=CC=C2C1)C1=CCC(CC1)C(F)(F)F (3R)-3-cyano-3-(8-(4-(trifluoromethyl)cyclohex-1-en-1-yl)quinoline-3-carboxamido)propionic acid